FC(C(=O)O)(CC1=C(C=C(C=C1)F)I)F α,α,4-trifluoro-2-iodo-phenylpropionic acid